CC=1C2=C(SC1C(=O)N(CCC(=O)NC)CC1=CC=NN1C)C=C(C=C2)C2=CN(C(C=C2)=O)C 3-methyl-N-((1-methyl-1H-pyrazol-5-yl)methyl)-6-(1-methyl-6-oxo-1,6-dihydropyridin-3-yl)-N-(3-(methylamino)-3-oxopropyl)benzo[b]thiophene-2-carboxamide